CN1N=CC=2C1=CN=CC2C=2C(=C(C#N)C=CC2)N2CCC(CC2)C2=NN=CN2C 3-{1-methyl-1H-pyrazolo[3,4-c]pyridin-4-yl}-2-[4-(4-methyl-4H-1,2,4-triazol-3-yl)piperidin-1-yl]benzonitrile